NC1(CN(CCC1)C(=O)OCC1=CC=CC=C1)CN benzyl 3-amino-3-(aminomethyl)piperidine-1-carboxylate